OC[C@H](C1=CC=CC=C1)NC1=NC(=NC=C1C=1OC=NN1)NC=1C=C2CCNC(C2=CC1)=O 6-[[4-[[(1S)-2-hydroxy-1-phenyl-ethyl]amino]-5-(1,3,4-oxadiazol-2-yl)pyrimidin-2-yl]amino]-3,4-dihydro-2H-isoquinolin-1-one